4-Chloro-6-cyclopropoxy-2-(4-(5-cyclopropoxy-1-(hydroxymethyl)-4-oxo-3,4-dihydropyrido[3,4-d]pyridazin-7-yl)-1-methyl-1H-pyrazol-5-yl)-3-fluorobenzonitrile ClC1=C(C(=C(C#N)C(=C1)OC1CC1)C1=C(C=NN1C)C1=CC2=C(C(NN=C2CO)=O)C(=N1)OC1CC1)F